C(#N)C(C(=O)OCCCCCCCCCCCC)=C n-dodecyl cyanoacrylate